CC1=C(C=C2CCCN(C2=C1)C1=NN(C2=C1CNCC2)C2CCN(CC2)C(=O)OCC2=CC=CC=C2)C=2C=NN(C2)C benzyl 4-[3-[7-methyl-6-(1-methylpyrazol-4-yl)-3,4-dihydro-2H-quinolin-1-yl]-4,5,6,7-tetrahydropyrazolo[4,3-c]pyridin-1-yl]piperidine-1-carboxylate